C(N)(=S)[C@@H]1CC[C@H](CC1)NC(OC(C)(C)C)=O trans-tert-butyl (4-carbamothioylcyclohexyl)carbamate